FC1(CN(CCC1OS(=O)(=O)C(F)(F)F)C(=O)OC(C)(C)C)F tert-butyl 3,3-difluoro-4-(((trifluoromethyl)sulfonyl)oxy)piperidine-1-carboxylate